tert-butyl 3-[[2-(2,6-dioxopiperidin-3-yl)-1-hydroxy-3-oxo-1H-isoindol-5-yl]oxy]azetidine-1-carboxylate O=C1NC(CCC1N1C(C2=CC=C(C=C2C1=O)OC1CN(C1)C(=O)OC(C)(C)C)O)=O